(S)-N-(3-(1-((2-ethyl-2H-pyrazolo[3,4-b]pyrazin-6-yl)amino)ethyl)phenyl)-2-(hydroxymethyl)thiazole-5-carboxamide C(C)N1N=C2N=C(C=NC2=C1)N[C@@H](C)C=1C=C(C=CC1)NC(=O)C1=CN=C(S1)CO